(9H-fluoren-9-yl)methyl ((R)-4-((R)-1-hydroxyethyl)-1,1-bis(4-methoxyphenyl)-6,9,12-trioxo-1-phenyl-2-oxa-5,8,11-triazatridecan-13-yl)carbamate O[C@H](C)[C@@H](COC(C1=CC=CC=C1)(C1=CC=C(C=C1)OC)C1=CC=C(C=C1)OC)NC(CNC(CNC(CNC(OCC1C2=CC=CC=C2C=2C=CC=CC12)=O)=O)=O)=O